(R)-4-(3-bromophenyl)pyrrolidin-2-one (2R,3R,4S,5R)-5-(4-amino-5-fluoro-2-oxopyrimidin-1(2H)-yl)-2-(chloromethyl)-4-fluoro-2-((isobutyryloxy)methyl)tetrahydrofuran-3-yl-isobutyrate NC1=NC(N(C=C1F)[C@H]1[C@H]([C@@H]([C@](O1)(COC(C(C)C)=O)CCl)OC(C(C)C)=O)F)=O.BrC=1C=C(C=CC1)[C@H]1CC(NC1)=O